C(C(O)C(O)C(=O)O)(=O)O (2RS,3SR)-tartaric acid